4-[5-(4-Chloro-benzyl)-1-methyl-1H-[1,2,4]triazol-3-yl]-1-[2-(4-chloro-phenyl)-ethyl]-piperidine ClC1=CC=C(CC2=NC(=NN2C)C2CCN(CC2)CCC2=CC=C(C=C2)Cl)C=C1